BrC=1C=CC(=NC1)C(C(F)(F)F)NC 1-(5-bromopyridin-2-yl)-2,2,2-trifluoro-N-methylethan-1-amine